FC(OC=1C=C(C=CC1)B(O)O)(F)F [3-(trifluoromethoxy)phenyl]boranediol